NC(C(C(CC1=CC=CC=C1)NC(=O)C1=C(SC(=C1)C)C1=NC2=C(N1)C=CC=C2)=O)=O N-(4-AMINO-3,4-DIOXO-1-PHENYLBUTAN-2-YL)-2-(1H-BENZO[D]IMIDAZOL-2-YL)-5-METHYLTHIOPHENE-3-CARBOXAMIDE